(Z)-1-(2-fluoro-4-(1-(4-(trifluoromethoxy)phenyl)-1H-1,2,4-triazol-3-yl)phenyl)-3-(3-(2-isopropyl-5-(propylamino)phenyl)-4-oxothiazolidin-2-ylidene)urea FC1=C(C=CC(=C1)C1=NN(C=N1)C1=CC=C(C=C1)OC(F)(F)F)NC(=O)\N=C\1/SCC(N1C1=C(C=CC(=C1)NCCC)C(C)C)=O